(2R,3R,4R,5R,6R)-5-acetamido-2-(acetoxymethyl)-6-((6-oxo-6-(perfluorophenoxy)hexyl)oxy)tetrahydro-2H-pyran-3,4-diyl diacetate C(C)(=O)O[C@H]1[C@H](O[C@H]([C@@H]([C@H]1OC(C)=O)NC(C)=O)OCCCCCC(OC1=C(C(=C(C(=C1F)F)F)F)F)=O)COC(C)=O